tert-butyl 3-(4-methyl-1,2,5-oxadiazol-3-yl)-1H-indole-1-carboxylate CC=1C(=NON1)C1=CN(C2=CC=CC=C12)C(=O)OC(C)(C)C